S1C(=NC2=C1C=CC=C2)NC2=C(C=C(N=N2)N(C=2SC=C(N2)C(=O)O)CCOC)C 2-({6-[(1,3-Benzothiazol-2-yl)amino]-5-methylpyridazin-3-yl}(2-methoxyethyl)amino)-1,3-thiazole-4-carboxylic acid